[5,7-difluoro-1-(oxan-3-yl)indazol-3-yl]boranediol FC=1C=C2C(=NN(C2=C(C1)F)C1COCCC1)B(O)O